(S)-2-acetyl-N-(1-(4-bromophenyl)-2,2,2-trifluoroethyl)-N-methyl-2-azaspiro[3.3]heptane-6-carboxamide C(C)(=O)N1CC2(C1)CC(C2)C(=O)N(C)[C@H](C(F)(F)F)C2=CC=C(C=C2)Br